2-iodo-4-methoxy-1-nitrobenzene IC1=C(C=CC(=C1)OC)[N+](=O)[O-]